1-bromo-2-chloro-5-nitro-3-(trifluoromethyl)benzene BrC1=C(C(=CC(=C1)[N+](=O)[O-])C(F)(F)F)Cl